C12CN(CC(CC1)O2)C=2C=CC(=NC2)N2N=CC(=C2)C(=O)NC2=CC(=CC(=C2)NS(=O)(=O)C)Cl 1-(5-(8-oxa-3-azabicyclo[3.2.1]oct-3-yl)pyridin-2-yl)-N-(3-chloro-5-(methylsulfonylamino)phenyl)-1H-pyrazole-4-carboxamide